C1(=CC=CC=C1)C1=NC(=CC(=N1)C=1C(=C(C(=C(C#N)C1)N1C2=CC=CC=C2C=2C=C(C=CC12)C1=CC=CC=C1)N1C2=CC=CC=C2C=2C=C(C=CC12)C1=CC=CC=C1)N1C2=CC=CC=C2C=2C=C(C=CC12)C1=CC=CC=C1)C1=CC=CC=C1 5-(2,6-diphenylpyrimidin-4-yl)-2,3,4-tris(3-phenyl-9H-carbazol-9-yl)benzonitrile